(E)-4-hydroxy-3-isopropyl-1-methyl-6-styrylpyridin-2(1H)-one OC1=C(C(N(C(=C1)\C=C\C1=CC=CC=C1)C)=O)C(C)C